ClC=1C=C2C(=CC1Cl)NC([C@]21CN(CC1)C(=O)C=1C=NN(C1)CCO)=O (S)-5,6-dichloro-1'-(1-(2-hydroxyethyl)-1H-pyrazole-4-carbonyl)spiro[indoline-3,3'-pyrrolidin]-2-one